2,4-di(3-bromo-n-propyl)oxyphenylboronic acid BrCCCOC1=C(C=CC(=C1)OCCCBr)B(O)O